tert-butyl (2R,4S)-4-{5-[(tert-butoxycarbonyl)(methyl)amino]-4-carbamoyl-3-ethynylpyrazol-1-yl}-2-methylpyrrolidine-1-carboxylate C(C)(C)(C)OC(=O)N(C1=C(C(=NN1[C@H]1C[C@H](N(C1)C(=O)OC(C)(C)C)C)C#C)C(N)=O)C